C1(=CC=CC=C1)OC(NC1=C(C=CC(=C1)OC(F)(F)F)F)=O (2-fluoro-5-(trifluoromethoxy)phenyl)carbamic acid phenyl ester